NC=1C=C(C=C(C1)C(F)(F)F)[C@@H](C)NC=1C2=C(N=CN1)SC(=C2)C=2CCNCC2 N-[(1R)-1-[3-amino-5-(trifluoromethyl)phenyl]ethyl]-6-(1,2,3,6-tetrahydropyridin-4-yl)thieno[2,3-d]pyrimidin-4-amine